FCC(CN(CCC(C(=O)O)NC(=O)C1(CC1)C1=NN(C=C1C(F)(F)F)C)CCCCC1=NC=2NCCCC2C=C1)OC 4-[[3-fluoro-2-methoxy-propyl]-[4-(5,6,7,8-tetrahydro-1,8-naphthyridin-2-yl)butyl]amino]-2-[[1-[1-methyl-4-(trifluoromethyl)pyrazol-3-yl]cyclopropanecarbonyl]amino]butanoic acid